ethyl 3-(4-ethoxyphenyl)-2-hydroxypropanoate ethyl-2-hydroxy-3-(4-hydroxyphenyl)propanoate C(C)OC(C(CC1=CC=C(C=C1)O)O)=O.C(C)OC1=CC=C(C=C1)CC(C(=O)OCC)O